1-(5-(2-(6-aminopyrimidin-4-yl)-6-chloropyridin-4-yl)-2,2-dimethylmorpholino)prop-2-en-1-one NC1=CC(=NC=N1)C1=NC(=CC(=C1)C1N(CC(OC1)(C)C)C(C=C)=O)Cl